2-cyclopropyl-5'-fluoro-2'-((4-(6-((4-hydroxytetrahydro-2H-pyran-4-yl)methyl)-2,6-diazaspiro[3.3]heptan-2-yl)pyrimidin-5-yl)oxy)-[1,1'-biphenyl]-4-carbonitrile C1(CC1)C1=C(C=CC(=C1)C#N)C1=C(C=CC(=C1)F)OC=1C(=NC=NC1)N1CC2(C1)CN(C2)CC2(CCOCC2)O